C(CCC)[Sn](C=1C(=NC=CN1)C#N)(CCCC)CCCC 3-(tributylstannyl)pyrazine-2-carbonitrile